4-(4-fluorophenyl)-isoquinoline FC1=CC=C(C=C1)C1=CN=CC2=CC=CC=C12